ClC=1C(=C(C(=C(C1)[C@@H](C)O)OCC)[C@H]1CC(NC1)=O)F (R)-4-(3-Chloro-6-ethoxy-2-fluoro-5-((R)-1-hydroxyethyl)phenyl)pyrrolidin-2-one